(S)-N-(1-(6-oxo-5-(trifluoromethyl)-1,6-dihydropyridin-3-yl)ethoxy)-5'-(trifluoromethyl)-3,6-dihydro-2H-[1,2'-bipyridine]-4-carboxamide O=C1C(=CC(=CN1)[C@H](C)ONC(=O)C=1CCN(CC1)C1=NC=C(C=C1)C(F)(F)F)C(F)(F)F